para-aminopropionylaniline NCCC(=O)C1=CC=C(N)C=C1